The molecule is a dihydroxy-5beta-cholanic acid that is (5beta)-cholan-24-oic acid substituted by hydroxy groups at positions 3 and 7 respectively. It has a role as a human metabolite and a mouse metabolite. It is a bile acid, a dihydroxy-5beta-cholanic acid and a C24-steroid. It is a conjugate acid of a chenodeoxycholate. C[C@H](CCC(=O)O)[C@H]1CC[C@@H]2[C@@]1(CC[C@H]3[C@H]2[C@@H](C[C@H]4[C@@]3(CC[C@H](C4)O)C)O)C